COC(=O)C1C(CCCC1)C(=O)NNC(C1=CC=C(C=C1)NC(=O)C1CC1)=O 2-(2-(4-(cyclopropanecarboxamido)benzoyl)hydrazine-1-carbonyl)cyclohexane-1-carboxylic acid methyl ester